COCCCN1C=CN(C2=CC=CC=C12)C 1-(3-methoxypropyl)-4-methylquinoxaline